isoxazol-5-one O1NC=CC1=O